N,N,N',N',N'',N''-hexakis-ethoxymethyl-[1,3,5]triazine-2,4,6-triamine C(C)OCN(C1=NC(=NC(=N1)N(COCC)COCC)N(COCC)COCC)COCC